3-Methylindoline-1,3-dicarboxylic acid 1-(tert-butyl) 3-methyl ester COC(=O)C1(CN(C2=CC=CC=C12)C(=O)OC(C)(C)C)C